OCC1=NC=C(C=C1)N 2-hydroxymethyl-5-aminopyridine